2-(2-fluoro-5-nitrophenyl)-4,4,5,5-tetramethyl-1,3,2-dioxaborolane FC1=C(C=C(C=C1)[N+](=O)[O-])B1OC(C(O1)(C)C)(C)C